S1NC(CC1)C(=O)OC Methyl isothiazolidine-3-carboxylate